tert-butyl (tert-butoxycarbonyl)(5-(3-((tert-butoxycarbonyl)amino) prop-1-yn-1-yl)-2-methylpyridin-4-yl)carbamate C(C)(C)(C)OC(=O)N(C(OC(C)(C)C)=O)C1=CC(=NC=C1C#CCNC(=O)OC(C)(C)C)C